3-(1-((1R,4R,5S)-2-azabicyclo[2.1.1]hexan-5-yl)-7-(7-chloro-3-hydroxynaphthalen-1-yl)-6-fluoro-2-methyl-4-(1H-1,2,4-triazol-1-yl)-1H-pyrrolo[3,2-c]quinolin-8-yl)propanenitrile [C@H]12NC[C@H]([C@@H]1N1C(=CC=3C(=NC=4C(=C(C(=CC4C31)CCC#N)C3=CC(=CC1=CC=C(C=C31)Cl)O)F)N3N=CN=C3)C)C2